OCCCN(CCCN)C N-(3-hydroxypropyl)-N-methyl-1,3-propanediamine